4-({[5-(3-Chlorophenyl)-1,3-oxazol-2-yl]methyl}sulfanyl)-6-(1,3-thiazol-4-yl)-1,3,5-triazin-2-amin ClC=1C=C(C=CC1)C1=CN=C(O1)CSC1=NC(=NC(=N1)C=1N=CSC1)N